7-((2S,5R)-4-benzyl-2-ethyl-5-methylpiperazin-1-yl)-4-methyl-2-(tetrahydro-2H-pyran-2-yl)-2,4-dihydro-5H-pyrazolo[4,3-b]pyridin-5-one C(C1=CC=CC=C1)N1C[C@@H](N(C[C@H]1C)C=1C=2C(N(C(C1)=O)C)=CN(N2)C2OCCCC2)CC